2-carbamoyl-pyrrolidine-1-carboxylic acid tert-butyl ester C(C)(C)(C)OC(=O)N1C(CCC1)C(N)=O